methyl ((2-(((1R*-2R*)-2-allylcyclopentyl)oxy)-6-methylpyridin-3-yl)sulfonyl)-L-prolinate C(C=C)[C@@H]1[C@@H](CCC1)OC1=NC(=CC=C1S(=O)(=O)N1[C@@H](CCC1)C(=O)OC)C |o1:3,4|